n-triacontyl nonanoate C(CCCCCCCC)(=O)OCCCCCCCCCCCCCCCCCCCCCCCCCCCCCC